CC1(CC(C1)([2H])N[C@@H]1[C@H](CCCC1)CC=1C=C2CN(C(C2=CC1)=O)C1C(NC(CC1)=O)=O)C 3-(5-(((1R,2S)-2-((3,3-dimethylcyclobutyl-1-d)amino)cyclohexyl)methyl)-1-oxoisoindolin-2-yl)piperidine-2,6-dione